3-(2-{[(3S)-piperidin-3-yl]amino}-5-(trifluoromethyl)pyrimidin-4-yl)-1H,4H,5H,6H,7H,8H,9H-pyrrolo[2,3-c]azocin-9-one N1C[C@H](CCC1)NC1=NC=C(C(=N1)C1=CNC=2C(NCCCCC21)=O)C(F)(F)F